6-chloro-3-({[(1R)-6-[methyl-(phenyl)amino]-1,2,3,4-tetrahydronaphthalen-1-yl]methyl}amino)pyridazine-4-carboxylic acid ClC1=CC(=C(N=N1)NC[C@@H]1CCCC2=CC(=CC=C12)N(C1=CC=CC=C1)C)C(=O)O